C(C)(=O)OC[C@@H](COC1=C(C=C(C=C1Cl)S(=O)(=O)C1=CC=C(C=C1)OC[C@H](CCl)OC(C)=O)Cl)OC(C)=O (R)-3-(4-((4-((R)-2-acetoxy-3-chloropropoxy)phenyl)sulfonyl)-2,6-dichlorophenoxy)propane-1,2-diyl diacetate